N1C=CN=CC2=C1C=CC=C2 [1,4]-benzodiazepine